BrC=1C=CC(=C(NC)C1)SC 5-bromo-N-methyl-2-(methylthio)aniline